S1C(=CC=C1)C1=CC(=CC(=C1)C=1SC=CC1)C=1SC=CC1 1,3,5-tri(thiophen-2-yl)benzene